COC1=NC=C(C2=C1N=C(S2)NC(=O)N2CCC(CC2)C)C2=CC=CC=C2 4-Methyl-piperidine-1-carboxylic acid (4-methoxy-7-phenyl-thiazolo[4,5-c]pyridin-2-yl)-amide